2-((1-(3-(4-fluorophenyl)-2,7-dimethyl-3,4-dihydroquinazolin-5-yl)ethyl)amino)benzoic acid FC1=CC=C(C=C1)N1C(=NC2=CC(=CC(=C2C1)C(C)NC1=C(C(=O)O)C=CC=C1)C)C